(3R)-11-(2,4-difluorophenyl)-3-(methoxymethoxy)-10-(trifluoromethyl)-3,4-dihydro-2H,6H-[1,4]thiazepino[2,3,4-ij]quinazoline-6,8(7H)-dione FC1=C(C=CC(=C1)F)C1=C(C=C2C(NC(N3C2=C1SC[C@@H](C3)OCOC)=O)=O)C(F)(F)F